Cl.O1N=C(C2=C1C=CC=C2)C2=C(C=CC=C2)[C@H]([C@@H](CC)C2=NC=CC=C2)N (1S,2R)-1-[2-(benzo[d]isoxazol-3-yl)phenyl]-2-(pyridin-2-yl)butan-1-amine hydrochloride